ClC1=C(C(=C(C=C1OC)OC)Cl)C1=NC(=C2C=C(N=CC2=C1)N[C@@H]1COCC[C@@H]1NC(C=C)=O)NCCN(C)C N-((3S,4S)-3-((7-(2,6-dichloro-3,5-dimethoxyphenyl)-5-((2-(dimethylamino)ethyl)amino)-2,6-naphthyridin-3-yl)amino)tetrahydro-2H-pyran-4-yl)acrylamide